2-(4-(4-(4-(trifluoromethyl)benzyl)pyrazolo[1,5-a]pyridine-3-carboxamido)bicyclo[2.2.2]octan-1-yl)acetic acid methyl ester COC(CC12CCC(CC1)(CC2)NC(=O)C=2C=NN1C2C(=CC=C1)CC1=CC=C(C=C1)C(F)(F)F)=O